N-(4-((5-cyanothiazol-2-yl)oxy)-3-methylphenyl)-3-((6-fluoropyridin-3-yl)oxy)cyclobutane-1-carboxamide C(#N)C1=CN=C(S1)OC1=C(C=C(C=C1)NC(=O)C1CC(C1)OC=1C=NC(=CC1)F)C